(ethylmethylamino)molybdenum C(C)N(C)[Mo]